SILICATE [Si]([O-])([O-])([O-])[O-]